FC(C(=O)O)(F)F.ClC=1C=C(C=CC1F)NC1C2=C(C=3N(CC1)N=NC3C)C=CC(=C2)C=2CCN(CC2)C(C)C N-(3-chloro-4-fluorophenyl)-9-(1-isopropyl-1,2,3,6-tetrahydropyridin-4-yl)-1-methyl-6,7-dihydro-5H-benzo[c][1,2,3]triazolo[1,5-a]azepin-7-amine 2,2,2-trifluoroacetate